(1,1-dioxidotetrahydro-2H-thiopyran-4-yl)(5-(5-(5-(trifluoromethyl)-1,2,4-oxadiazol-3-yl)pyridin-2-yl)-2,5-diazabicyclo[2.2.1]heptan-2-yl)methanone O=S1(CCC(CC1)C(=O)N1C2CN(C(C1)C2)C2=NC=C(C=C2)C2=NOC(=N2)C(F)(F)F)=O